(7-(6-(4-bromothien-2-yl)pyrazin-2-yl)-2,3-dihydro-4H-benzo[b][1,4]oxazine-4-yl)(1-methylpiperidin-4-yl)methanone BrC=1C=C(SC1)C1=CN=CC(=N1)C=1C=CC2=C(OCCN2C(=O)C2CCN(CC2)C)C1